5-[(3-chloro-5-methanesulfonamidophenyl)carbamoyl]-3-phenylthiophene-2-carboxylic acid ClC=1C=C(C=C(C1)NS(=O)(=O)C)NC(=O)C1=CC(=C(S1)C(=O)O)C1=CC=CC=C1